ClC1=NC(=NC(=N1)C=1C2=CC=CC=C2C=2C=CC=CC2C1)C1=CC=2C3=CC=CC=C3C3=CC=CC=C3C2C=C1 2-chloro-4-(phenanthren-9-yl)-6-(triphenylen-2-yl)-1,3,5-triazine